FC(C(N1CC2N(CC1)C(NC2)=O)=O)(F)C=2C=C(C(=O)NC1=CC(=C(C=C1)F)C)C=CC2F 3-(1,1-difluoro-2-oxo-2-(3-oxohexahydroimidazo[1,5-a]pyrazin-7(1H)-yl)ethyl)-4-fluoro-N-(4-fluoro-3-methylphenyl)benzamide